(3-{[(6-chloro-7-methoxyquinolin-4-yl)oxy]methyl}phenyl)(imino)methyl-λ6-sulfanone ClC=1C=C2C(=CC=NC2=CC1OC)OCC=1C=C(C=CC1)[SH2](=O)C=N